P(=O)(O)(O)OCCN trans-phosphoethanolamine